1-(dimethyl-(3-methyl-1H-inden-1-yl)silyl)-3-(pentan-2-yl)-1H-inden-1-ylium C[Si]([C+]1C=C(C2=CC=CC=C12)C(C)CCC)(C1C=C(C2=CC=CC=C12)C)C